1-phenylethene C1(=CC=CC=C1)C=C